3-(prop-1-en-2-yl)pyridin-2-amine C=C(C)C=1C(=NC=CC1)N